[Cu].SC1=CC=CC=C1 mercaptobenzene copper